(S)-N-((S)-1-(((2S,4S)-1-chloro-2-hydroxy-2,6-dimethyl-3-oxoheptan-4-yl)amino)-1-oxo-3-phenylpropan-2-yl)-4-methyl-2-((S)-2-(2-morpholinoacetamido)-4-phenylbutylamino)pentanamide ClC[C@@](C([C@H](CC(C)C)NC([C@H](CC1=CC=CC=C1)NC([C@H](CC(C)C)NC[C@H](CCC1=CC=CC=C1)NC(CN1CCOCC1)=O)=O)=O)=O)(C)O